3-isopropyl-5-(1-(isopropylsulfonyl)piperidin-4-yl)-2-(2-methylpyridin-4-yl)-1H-indole C(C)(C)C1=C(NC2=CC=C(C=C12)C1CCN(CC1)S(=O)(=O)C(C)C)C1=CC(=NC=C1)C